ClC1=C(C=CC(=C1)C)C=1C=C(C2=C(NC(=N2)CN2CCCCC2)C1)C(=O)O 6-(2-Chloro-4-methylphenyl)-2-(piperidin-1-ylmethyl)-1H-benzimidazole-4-carboxylic acid